ClC1=NC=C(C(=N1)NC1CCC(CC1)(C)O)C(=O)OCC ethyl 2-chloro-4-(((1s,4s)-4-hydroxy-4-methylcyclohexyl) amino)-pyrimidine-5-carboxylate